2-((1-(8-fluoro-1-oxo-1,2-dihydroisoquinolin-4-yl)ethyl)amino)ethane-1-sulfonamide FC=1C=CC=C2C(=CNC(C12)=O)C(C)NCCS(=O)(=O)N